4-(4-(hydroxymethyl)phenyl)morpholin-3-one OCC1=CC=C(C=C1)N1C(COCC1)=O